(R)-3-(2-(1-cyclopropyl-2-hydroxy-2-methylpropyl)-3-oxo-2,3-dihydro-1H-pyrrolo[3,4-c]pyridin-4-yl)-5-methoxybenzonitrile C1(CC1)[C@H](C(C)(C)O)N1C(C=2C(=NC=CC2C1)C=1C=C(C#N)C=C(C1)OC)=O